4-methyl-1,3-pentanediol CC(C(CCO)O)C